C(=C)C1CCC(CC1)CO ((1s,4s)-4-vinylcyclohexyl)methanol